C1(CC1)COC=1C(=CC(=NC1)C(=O)N[C@H](CO)CC(C)C)C1=C(C=C(C=C1)Cl)Cl 5-(cyclopropylmethoxy)-4-(2,4-dichlorophenyl)-N-[(2S)-1-hydroxy-4-methylpentan-2-yl]pyridine-2-carboxamide